BrC1=CC=2C(C3=CC(=CC=C3C2C=C1)Br)(CCCCCCCCCC)CCCCCCCCCC 2,7-dibromo-9,9-di-n-decylfluorene